OC=1C=C(C=CC1)C1=C(C=CC=C1)CCC(=O)N1CCN(CC1)C1=CC=C(N=N1)C(=O)NC1=CC=C(C=C1)OC 6-[4-[3-[2-(3-Hydroxyphenyl)phenyl]propanoyl]piperazin-1-yl]-N-(4-methoxyphenyl)pyridazine-3-carboxamide